tert-butyl 2-[1-[1-(2,6-dibenzyloxy-3-pyridyl)-3-methyl-2-oxo-benzimidazol-5-yl]azetidin-3-yl]oxyacetate C(C1=CC=CC=C1)OC1=NC(=CC=C1N1C(N(C2=C1C=CC(=C2)N2CC(C2)OCC(=O)OC(C)(C)C)C)=O)OCC2=CC=CC=C2